4-((17-azido-3,6,9,12,15-pentaoxaheptadecyl)sulfinyl)phenol N(=[N+]=[N-])CCOCCOCCOCCOCCOCCS(=O)C1=CC=C(C=C1)O